[NH4+].C(CCCCC)OC=1C=C(C=CC1)CCCOC(=O)N1CC(C1)OP(=O)(O)O 3-[3-(Hexyloxy)phenyl]propyl-3-(phosphonooxy)azetidine-1-carboxylate ammonium salt